(R)-2-chloro-N-(4-(difluoromethyl)-6-((1-methylazetidin-3-yl)oxy)pyridin-2-yl)-8-methyl-8-(trifluoromethyl)-7,8-dihydro-6H-pyrazolo[1,5-a]pyrrolo[2,3-e]pyrimidine-6-carboxamide ClC1=NN2C(N=CC3=C2[C@@](CN3C(=O)NC3=NC(=CC(=C3)C(F)F)OC3CN(C3)C)(C(F)(F)F)C)=C1